6-(1-tetrahydropyran-2-ylbenzimidazol-4-yl)-3,4-dihydro-2H-pyridine O1C(CCCC1)N1C=NC2=C1C=CC=C2C2=CCCCN2